tert-butyl (3R,5R)-3-(4-(ethoxycarbonyl)phenyl)-5-(picolinamido)piperidine-1-carboxylate C(C)OC(=O)C1=CC=C(C=C1)[C@@H]1CN(C[C@@H](C1)NC(C1=NC=CC=C1)=O)C(=O)OC(C)(C)C